C(C)(C)OC=1C(=CC(=C(C1)C1=CC=NC=C1)C)[N+](=O)[O-] 4-(5-Isopropoxy-2-methyl-4-nitrophenyl)pyridine